2-(4-(2-(1-(4-aminophenyl)piperidin-4-yl)ethoxy)piperidin-1-yl)acetic acid ethyl ester C(C)OC(CN1CCC(CC1)OCCC1CCN(CC1)C1=CC=C(C=C1)N)=O